2-(4-oxoquinazolin-3(4H)-yl)piperidine-4-carbohydrazide O=C1N(C=NC2=CC=CC=C12)C1NCCC(C1)C(=O)NN